azabicyclo[2.2.2]Octane N12CCC(CC1)CC2